4-((5-Methoxy-1H-indol-1-yl)sulfonyl)benzonitrile COC=1C=C2C=CN(C2=CC1)S(=O)(=O)C1=CC=C(C#N)C=C1